1-(azetidin-3-ylmethyl)-7-fluoro-6-(3-hydroxynaphthalen-1-yl)quinoxaline N1CC(C1)CN1CC=NC2=CC(=C(C=C12)F)C1=CC(=CC2=CC=CC=C12)O